tert-butyl 2-(3-isopropyl-2-(8-methyl-[1,2,4]triazolo[1,5-a]pyridin-6-yl)-1H-indol-5-yl)morpholine-4-carboxylate C(C)(C)C1=C(NC2=CC=C(C=C12)C1CN(CCO1)C(=O)OC(C)(C)C)C=1C=C(C=2N(C1)N=CN2)C